ClC=1C(=CC(=C(CCNC(OC(C)(C)C)=O)C1)OC)CCC tert-butyl (5-chloro-2-methoxy-4-propylphenethyl)carbamate